C1(CC1)C1=NN(C=N1)C1CC2(CN(C2)C(=O)N2CC(C(CC2)OCC2(CC2)C(F)(F)F)(F)F)C1 [6-(3-cyclopropyl-1,2,4-triazol-1-yl)-2-azaspiro[3.3]heptan-2-yl]-[3,3-difluoro-4-[[1-(trifluoromethyl)cyclopropyl]methoxy]-1-piperidyl]methanone